(S)-3-methyl-2,3,4,5-tetrahydrobenzo[f][1,4]oxazepine-8-carbonitrile C[C@H]1COC2=C(CN1)C=CC(=C2)C#N